C(C)(C)(C)OC(=O)N1CC(C1)C1=NOC(=C1)C=O 3-(5-formyl-isoxazol-3-yl)azetidine-1-carboxylic acid tert-butyl ester